4-(5-amino-2-fluoro-4-((3S,5R)-3,4,5-trimethylpiperazin-1-yl)phenyl)-N-cyclohexylthiazole-2-carboxamide NC=1C(=CC(=C(C1)C=1N=C(SC1)C(=O)NC1CCCCC1)F)N1C[C@@H](N([C@@H](C1)C)C)C